trimethylpyrazolium CC=1C(=C(N[NH+]1)C)C